C1(=CC=CC=C1)S(=O)(=O)NC=1C=C(C=CC1)/C=C/[C@@H](CCOC1=C(C=CC=C1)CCC1(CC1)C(=O)OC)O Methyl 1-[2-[2-[(E,3R)-5-[3-(benzenesulfonamido)phenyl]-3-hydroxypent-4-enoxy]phenyl]ethyl]cyclopropane-1-carboxylate